ClC=1C=C(C(=NC1)N1CCC(CC1)NC(=S)NC=1C=NC=CC1)C(F)(F)F 1-(1-(5-Chloro-3-(trifluoromethyl)pyridin-2-yl)piperidin-4-yl)-3-(pyridin-3-yl)thiourea